C1=CC=CC=2C3=CC=CC=C3C(C12)COC(N[C@H](CNC(CNC(OC(C)(C)C)=O)=O)C(=O)OCC1=CC=CC=C1)=O benzyl (R)-1-(9H-fluoren-9-yl)-13,13-dimethyl-3,8,11-trioxo-2,12-dioxa-4,7,10-triazatetradecane-5-carboxylate